C(C)(C)C1=CC=C(C=C1)C=1N=C2N(C=CC=N2)C1CN1CC2CCC(C1)N2C(=O)[O-] 3-{[2-(4-isopropylphenyl)imidazo[1,2-a]pyrimidin-3-yl]methyl}-3,8-diazabicyclo[3.2.1]octane-8-carboxylate